FC1=C(C(=CC=C1)C)NC(C(=O)N[C@H](C(N[C@@H](C[C@H]1C(NCC1)=O)C(COC1=C(C(=CC(=C1F)F)F)F)=O)=O)CC(C)C)=O N1-(2-fluoro-6-methylphenyl)-N2-((S)-4-methyl-1-oxo-1-(((S)-3-oxo-1-((S)-2-oxopyrrolidin-3-yl)-4-(2,3,5,6-tetrafluorophenoxy)butan-2-yl)amino)pentan-2-yl)oxalamide